[Cl-].CN1C=[N+](C=C1)C(CCCCCCCCCCCCCCCC)CCCCCCCCCCCCC 1-methyl-3-(triacontan-17-yl)-1H-imidazol-3-ium chloride